2-fluoro-N-(2-(3-hydroxy-3-methylbutyl)-5-(2-hydroxypropan-2-yl)-1-methyl-1H-benzo[d]imidazol-6-yl)-3-(trifluoromethyl)benzamide FC1=C(C(=O)NC=2C(=CC3=C(N(C(=N3)CCC(C)(C)O)C)C2)C(C)(C)O)C=CC=C1C(F)(F)F